4-n-butylcyclohexane-1,2-dicarboxylic acid dilithium salt [Li+].[Li+].C(CCC)C1CC(C(CC1)C(=O)[O-])C(=O)[O-]